C1(=CC=CC=C1)CCC(SCCCCCCC(=O)NC=1SC=C(N1)C1=CC=C(C=C1)F)=O S-(7-((4-(4-fluorophenyl) thiazol-2-yl)amino)-7-oxoheptyl) 3-phenylpropane-thioate